C1(=CC=C(C=C1)CN=C=O)CN=C=O p-Xylylendiisocyanat